1,5-bis(tert-butyl)-9-[2-carboxy(3,6-methano-4-cyclohexenyl)]carbonyloxyanthracene C(C)(C)(C)C1=CC=CC2=CC3=C(C=CC=C3C(=C12)OC(=O)C1C(C2C=CC1C2)C(=O)O)C(C)(C)C